NCC1=C(C=C(C(=C1)C)CN)C 2,5-bis(aminomethyl)-p-xylene